C1(=CC=CC=C1)C1=C(C(=NN=N1)C1=C(C2=C([Se]C3=C2C=CC=C3)C=C1)C1=C(C=CC=C1)C1=CC=CC=C1)C1=C(C=CC=C1)C1=CC=CC=C1 [Phenyl-(biphenylyl)triazinyl](biphenylyl)dibenzoselenophene